1,8-dichloro-3-[5-(difluoromethyl)thiazol-2-yl]-N-[1-(fluoromethyl)cyclopropyl]imidazo[1,5-a]pyridine-6-sulfonamide ClC=1N=C(N2C1C(=CC(=C2)S(=O)(=O)NC2(CC2)CF)Cl)C=2SC(=CN2)C(F)F